(3-(6-chloro-5-methoxy-1-methyl-3-(1H-pyrazol-4-yl)-1H-pyrrolo[3,2-b]pyridin-2-yl)-1H-1,2,4-triazol-5-yl)-methanol ClC=1C=C2C(=NC1OC)C(=C(N2C)C2=NNC(=N2)CO)C=2C=NNC2